S[NH2+]S.N1N=NC=C1 triazole dimercaptoammonium salt